C(C)(C)(C)N1N=CC(=C1F)C(=O)NC=1C(=NC(=C(C1)C=1C=C(C=2N(C1)C=CN2)N2CCOCC2)C)F 1-(tert-butyl)-5-fluoro-N-(2-fluoro-6-methyl-5-(8-morpholinylimidazo[1,2-a]pyridin-6-yl)pyridin-3-yl)-1H-pyrazole-4-carboxamide